N1=C(C=CC=C1)C=1N=CC2=C(N1)CCN(C2)C(=O)C2=CC(=C(C(=C2)OC)OC)OC [2-(2-pyridinyl)-7,8-dihydro-5H-pyrido[4,3-d]pyrimidin-6-yl]-(3,4,5-trimethoxyphenyl)methanone